OC1=C(C(=O)C2=CC=C(C=C2)OCCOCCOC(C(=C)C)=O)C=CC(=C1)C(C)(C)C 2-hydroxy-4-tert-butyl-4'-(2-methacryloxyethoxyethoxy)benzophenone